3-(2-methyl-3-(1,4-benzodioxan-6-yl)anilino)isothiazolo[4,5-b]pyrazin CC1=C(NC2=NSC=3C2=NC=CN3)C=CC=C1C1=CC3=C(OCCO3)C=C1